4-(tert-butyl) 2-methyl 5-(7,8-dimethyl-[1,2,4]triazolo[1,5-a]pyridin-6-yl)-4H-pyrrolo[3,2-d]thiazole-2,4-dicarboxylate CC1=C(C=2N(C=C1C1=CC=3N=C(SC3N1C(=O)OC(C)(C)C)C(=O)OC)N=CN2)C